(Hexadecyloxy)acetic acid C(CCCCCCCCCCCCCCC)OCC(=O)O